C[C@@H]1O[C@@H](CN(C1)C1=C2C[C@@H](NCC2=CC=C1)CN([C@H]1CCCC=2C=CC=NC12)C)C (S)-N-(((R)-5-((2S,6R)-2,6-dimethylmorpholino)-1,2,3,4-tetrahydroisoquinolin-3-yl)methyl)-N-methyl-5,6,7,8-tetrahydroquinolin-8-amine